3-hydroxy-2-(2,2,2-trifluoroacetyl)-1H-inden-1-one OC1=C(C(C2=CC=CC=C12)=O)C(C(F)(F)F)=O